1-(5-chloro-3-fluoropyridin-2-yl)-4-(4-(difluoromethyl)-benzyl)-3-(3-methoxycyclobutyl)piperazine-2,5-dione ClC=1C=C(C(=NC1)N1C(C(N(C(C1)=O)CC1=CC=C(C=C1)C(F)F)C1CC(C1)OC)=O)F